barium 1,2-ethanedisulfonate C(CS(=O)(=O)[O-])S(=O)(=O)[O-].[Ba+2]